ClC1=C2N(C(C(=C1)NC1=CC(=NC=N1)NC(=O)C1CC1)=O)C(NC2=O)(CC(F)(F)F)C N-[6-[[8-chloro-3-methyl-1,5-dioxo-3-(2,2,2-trifluoroethyl)-2H-imidazo[1,5-a]pyridin-6-yl]amino]pyrimidin-4-yl]cyclopropanecarboxamide